C(C=C)(=O)OCOC(CCCCCCC)=O capryloxymethyl acrylate